cis-8-dimethylamino-1-hexyl-3-[(4-methoxyphenyl)-methyl]-8-phenyl-1,3-diazaspiro[4.5]decan-2-one CN(C1(CCC2(CN(C(N2CCCCCC)=O)CC2=CC=C(C=C2)OC)CC1)C1=CC=CC=C1)C